FC(=C1CCN(CC1)C1=CC2=C(C(CO2)NC)C=C1)F 6-(4-(difluoromethylene)piperidin-1-yl)-N-methyl-2,3-dihydrobenzofuran-3-amine